N1CCC2(CC1)[C@@H](C1=CC=CC=C1C2)N (S)-1,3-dihydrospiro[indene-2,4'-piperidine]-1-amine